(4-methoxypiperidin-1-yl)methanone COC1CCN(CC1)C=O